tert-butyl-5-{2-[1-(6-chloropyridin-2-yl)pyrazol-4-yl]acetamido}-3-cyclopropylpyrazole C(C)(C)(C)C=1C(=NNC1NC(CC=1C=NN(C1)C1=NC(=CC=C1)Cl)=O)C1CC1